BrC1=CC(=C2C=CC=NC2=C1CN)C(C)(C)C (7-bromo-5-(tert-butyl)quinolin-8-yl)methylamine